N1(CCNCCC1)C=1C=C(C=2N(C(C=C(N2)C2=CC(=C(C=C2)OC)OC)=O)C1)C 7-(1,4-diazacycloheptan-1-yl)-2-(3,4-dimethoxyphenyl)-9-methyl-4H-pyrido[1,2-a]pyrimidin-4-one